BrC(C)C1=CC(=C(C(=O)OC)C=C1)F methyl 4-(1-bromoethyl)-2-fluoro-benzoate